C12(OCC(CC1)CC2)C#N 2-oxabicyclo[2.2.2]octane-1-carbonitrile